C1(=CC=CC=C1)[C@@H]1NCCC1 (R)-2-phenyl-pyrrolidine